(pyridin-3-yl)[2'-(quinolin-3-yl)-5',6'-dihydrospiro[azetidine-3,4'-pyrrolo[1,2-b]pyrazol]-1-yl]methanone N1=CC(=CC=C1)C(=O)N1CC2(CCN3N=C(C=C32)C=3C=NC2=CC=CC=C2C3)C1